2-(2,3-dichlorophenyl)-5-methyloctahydropyrrolo[3,4-c]pyrrole oxalate C(C(=O)O)(=O)O.ClC1=C(C=CC=C1Cl)N1CC2CN(CC2C1)C